5-chloro-6-iodo-2-morpholino-N-(pyridin-4-yl)pyrimidin-4-amine ClC=1C(=NC(=NC1I)N1CCOCC1)NC1=CC=NC=C1